8,8'-((5-Hydroxypentyl)Azanediyl)Bis(N,N-Didecyl-2-Fluorooctanamide) OCCCCCN(CCCCCCC(C(=O)N(CCCCCCCCCC)CCCCCCCCCC)F)CCCCCCC(C(=O)N(CCCCCCCCCC)CCCCCCCCCC)F